P(=O)(OC1=C(C=CC=C1C)C)(OC1=C(C=CC=C1C)C)[O-] (di-2,6-xylyl) phosphate